CS(=O)(=O)N1CC(C1)N1N=NC(=C1)CC=1N(C2=C(C=NC=3C=CC(=CC23)C#N)N1)[C@H]1C[C@H](OCC1)C 2-{[1-(1-methanesulfonylazetidin-3-yl)-1H-1,2,3-triazol-4-yl]methyl}-1-[(2R,4R)-2-methyloxan-4-yl]-1H-imidazo[4,5-c]quinoline-8-carbonitrile